(S)-2-amino-3-(4-(2-hydroxyethoxy)phenyl)propanoic acid N[C@H](C(=O)O)CC1=CC=C(C=C1)OCCO